rhodium(II) oxide [Rh]=O